2-(6-(((R)-1-(3-(difluoromethyl)-2-fluorophenyl)ethyl)amino)-5-(1,3-dioxolan-2-yl)-2-methoxypyrimidin-4-yl)-N-(4-methyltetrahydro-2H-pyran-4-yl)propanamide FC(C=1C(=C(C=CC1)[C@@H](C)NC1=C(C(=NC(=N1)OC)C(C(=O)NC1(CCOCC1)C)C)C1OCCO1)F)F